5-((5-(cyclopentylethynyl)pyrazin-2-yl)oxy)-1H-1,2,3-triazole-4-carboxylic acid C1(CCCC1)C#CC=1N=CC(=NC1)OC1=C(N=NN1)C(=O)O